NC1=C(C=C(C=C1)N1CCC(CC1)C(=O)OC(C)(C)C)NC tert-butyl 1-[4-amino-3-(methylamino)phenyl]piperidine-4-carboxylate